1-[5-[[5-chloro-4-(3-cyclopropyl-1-piperidyl)pyrimidin-2-yl]amino]-3-pyridyl]pyrrolidin-2-one ClC=1C(=NC(=NC1)NC=1C=C(C=NC1)N1C(CCC1)=O)N1CC(CCC1)C1CC1